Aminocaproyl-CoA NCCCCCC(=O)SCCNC(CCNC([C@@H](C(COP(OP(OC[C@@H]1[C@H]([C@H]([C@@H](O1)N1C=NC=2C(N)=NC=NC12)O)OP(=O)(O)O)(=O)O)(=O)O)(C)C)O)=O)=O